1-(trifluoromethyl)bicyclo[1.1.1]pentane FC(C12CC(C1)C2)(F)F